CC(C(=O)OC(C)(C)C)(CCC=C)C tert-butyl 2,2-dimethylhex-5-enoate